NC=1NC(C=2N(C(N(C2N1)[C@@H]1O[C@@H]([C@H]([C@H]1O)F)CO)=O)CC1=CC(=C(C=C1)Cl)Cl)=O 2-amino-7-(3,4-dichlorobenzyl)-9-((2R,3S,4S,5R)-4-fluoro-3-hydroxy-5-(hydroxymethyl)tetrahydrofuran-2-yl)-7,9-dihydro-1H-purine-6,8-dione